B(O[SiH3])(O[SiH3])O[SiH3] tris-silyl borate